2-(2,6-dioxopiperidin-3-yl)-5-(4-(2-(4-((1r,3r)-3-((5-(5-methyl-5H-pyrido[4,3-b]indol-7-yl)pyridin-2-yl)oxy)cyclobutoxy)piperidin-1-yl)ethyl)piperazin-1-yl)isoindoline-1,3-dione O=C1NC(CCC1N1C(C2=CC=C(C=C2C1=O)N1CCN(CC1)CCN1CCC(CC1)OC1CC(C1)OC1=NC=C(C=C1)C=1C=CC=2C3=C(N(C2C1)C)C=CN=C3)=O)=O